D-4'-phosphopantothenic acid CC(C)(COP(=O)(O)O)C(C(=O)NCCC(=O)O)O